tetrasodium N,N-bis(carboxylatomethyl)glutamate C(=O)([O-])CN([C@@H](CCC(=O)[O-])C(=O)[O-])CC(=O)[O-].[Na+].[Na+].[Na+].[Na+]